N-{[3-(4-{[(3S,4R)-3-fluoro-1-methylpiperidin-4-yl]amino}-1-(2,2,2-trifluoroethyl)-1H-indol-2-yl)-1,2,4-oxadiazol-5-yl]methyl}-1-(1-methylpiperidin-4-yl)-1H-pyrrole-3-carboxamide F[C@H]1CN(CC[C@H]1NC1=C2C=C(N(C2=CC=C1)CC(F)(F)F)C1=NOC(=N1)CNC(=O)C1=CN(C=C1)C1CCN(CC1)C)C